N1C(=NC2=C1C=CC=C2)N(C=2C=C(C(=O)NO)C=CC2)CCOC 3-((1H-benzo[d]imidazol-2-yl)(2-methoxyethyl)amino)-N-hydroxy-benzamide